FC(OC1=C(C=CC=C1)NC1=NC=C(C(=N1)NC1=C(C=CC=C1)OC(F)F)C(F)(F)F)F N2,N4-bis(2-(difluoromethoxy)phenyl)-5-(trifluoromethyl)pyrimidine-2,4-diamine